BrC1=C(C=C(C=C1OCC)C1(OCCO1)C)OCC 2-(4-bromo-3,5-diethoxyphenyl)-2-methyl-1,3-dioxolane